[C@H](C)(CC)[C@@H]1N=C(C2=C(N(C1=O)CC(=O)NS(N)(=O)=O)C=CC(=C2)Cl)C2=CC=CC=C2 2-((S)-3-((S)-sec-butyl)-7-chloro-2-oxo-5-phenyl-2,3-dihydro-1H-benzo[e][1,4]diazepin-1-yl)-N-sulfamylacetamide